CC(C#N)(C)C1=CC=C(C=C1)N1C(=NC=2C=NC=3C=CC(=CC3C21)C2=CC=C(C=C2)C(F)(F)F)C 2-methyl-2-(4-(2-methyl-8-(4-(trifluoromethyl)phenyl)-1H-imidazo[4,5-c]quinolin-1-yl)phenyl)propionitrile